CC1=C(NC(C(=O)O)=O)C(=CC=C1)C (2,6-dimethylanilino)(oxoacetic acid)